C1=2NC=CC2C=CC1 2-azabicyclo[3.3.0]octa-1(5),3,6-triene